C(=O)(O)C=1C(=C(C=CC1)C1(CCC(CC1)(C)C)C1(CCC(CC1)(C)C)C1=C(C(=CC=C1)C(=O)O)C(=O)O)C(=O)O bis(dicarboxyphenyl)-tetramethylbicyclohexane